ClC=1C=C(C=C(C1)C=1C=NC2=CC=CN=C2C1)C1COCCN1C(C=C)=O 1-(3-(3-chloro-5-(1,5-naphthyridin-3-yl)phenyl)morpholino)prop-2-en-1-one